N-(3-((R)-N-((S)-2-((tert-butyldimethylsilyl)oxy)propanoyl)-S-methylsulfonimidoyl)phenyl)-2-(4,4-difluoroazepan-1-yl)-4-methyl-5-(trifluoromethyl)nicotinamide [Si](C)(C)(C(C)(C)C)O[C@H](C(=O)N=[S@@](=O)(C)C=1C=C(C=CC1)NC(C1=C(N=CC(=C1C)C(F)(F)F)N1CCC(CCC1)(F)F)=O)C